2-(trimethoxysilyl)-ethanol acetate C(C)(=O)OCC[Si](OC)(OC)OC